C(C=C)N1N(C2=NC(=NC=C2C1=O)NC=1C=C2C=NN(C2=CC1)C)C1=NC(=CC=C1)O[C@@H]1CCNCCC1 |o1:31| rel-(S)-2-allyl-1-(6-(azepan-4-yloxy)pyridin-2-yl)-6-((1-methyl-1H-indazol-5-yl)amino)-1,2-dihydro-3H-pyrazolo[3,4-d]pyrimidin-3-one